4-(3-Chloroanilino)-2'-{(2R)-2-methyl-3-[(pyridin-4-yl)oxy]propyl}-2',3'-dihydrospiro[cyclohexane-1,1'-indene]-4-carboxylic acid ClC=1C=C(NC2(CCC3(C(CC4=CC=CC=C34)C[C@H](COC3=CC=NC=C3)C)CC2)C(=O)O)C=CC1